5-bromo-4-cyclopropyl-2-methyl-thiazole BrC1=C(N=C(S1)C)C1CC1